2-[({5-chloro-7-oxo-7,8-dihydro-6H-spiro[[1,3]oxazolo[5,4-f]quinazoline-9,1'-cyclohexan]-2-yl}methyl)amino]-N-ethyl-N-methylacetamide ClC=1C=C2C(=C3C1NC(NC31CCCCC1)=O)OC(=N2)CNCC(=O)N(C)CC